(1-(5-(5-ethoxy-4H-1,2,4-triazol-3-yl)-2-ethyl-4-methylbenzoyl)piperidin-4-yl)benzonitrile C(C)OC=1NC(=NN1)C=1C(=CC(=C(C(=O)N2CCC(CC2)C2=C(C#N)C=CC=C2)C1)CC)C